FC1=C(C=CC=C1)N1N=C(C=C1)CN1CCC2(CC1)COC1=C3CN(C(C3=CC=C12)=O)C1C(NC(CC1)=O)=O 3-(1'-((1-(2-fluorophenyl)-1H-pyrazol-3-yl)methyl)-6-oxo-6,8-dihydro-2H,7H-spiro[furo[2,3-e]isoindole-3,4'-piperidin]-7-yl)piperidine-2,6-dione